methyl (((cis-3-(2-amino-6-methoxy-9H-purin-9-yl) cyclobutyl)methoxy)(2-chlorophenoxy) phosphoryl)-L-alaninate NC1=NC(=C2N=CN(C2=N1)[C@H]1C[C@H](C1)COP(=O)(OC1=C(C=CC=C1)Cl)N[C@@H](C)C(=O)OC)OC